C(C)OC(=C)C=1SC(=C(N1)C(F)(F)F)[Sn](CCCC)(CCCC)CCCC 2-(1-ethoxyvinyl)-5-(tributylstannyl)-4-(trifluoromethyl)thiazole